FC(/C=C/[B])(F)F trifluoro-[(E)-prop-1-enyl]boron